5-((5-methyl-4-((1-phenylethyl)amino)pyrimidin-2-yl)amino)benzo[c][1,2]oxaborol-1(3H)-ol CC=1C(=NC(=NC1)NC1=CC2=C(B(OC2)O)C=C1)NC(C)C1=CC=CC=C1